methyl (R)-2-(5-((5-(6-bromo-2-imino-2,3-dihydro-1H-benzo[d]imidazol-1-yl)-4-methylpentyl)oxy)-1-methyl-1H-pyrazol-4-yl)-6-methoxyisonicotinate BrC=1C=CC2=C(N(C(N2)=N)C[C@@H](CCCOC2=C(C=NN2C)C=2C=C(C(=O)OC)C=C(N2)OC)C)C1